C(C)(C)(C)OC(=O)N[C@H](C(=O)O)CC(C)(C)C (S)-2-((tert-Butoxycarbonyl)amino)-4,4-dimethylpentanoic acid